methyl 7-(trifluoromethyl)-1-((2-(trimethyl silyl)ethoxy)methyl)-1H-pyrazolo[3,4-c]pyridine-4-carboxylate FC(C1=NC=C(C2=C1N(N=C2)COCC[Si](C)(C)C)C(=O)OC)(F)F